(R)-tert-butyl 4-(2-(hydroxymethyl) pyrrolidin-1-yl)-2-(1-(3,4,5-trimethoxyphenyl)-1H-imidazol-4-ylamino)-5H-pyrrolo[3,4-d]pyrimidine-6(7H)-carboxylate OC[C@@H]1N(CCC1)C=1C2=C(N=C(N1)NC=1N=CN(C1)C1=CC(=C(C(=C1)OC)OC)OC)CN(C2)C(=O)OC(C)(C)C